(S)-N-(3-(6-amino-3,3-difluoro-2-(fluoromethyl)-2,3,4,5-tetrahydropyridin-2-yl)-4,5-difluorophenyl)-5-fluoropyridinamide NC=1CCC([C@@](N1)(CF)C=1C=C(C=C(C1F)F)NC(=O)C1=NC=C(C=C1)F)(F)F